4-amino-2-methyl-1,4-dihydroisoquinolin-3(2H)-one hydrochloride Cl.NC1C(N(CC2=CC=CC=C12)C)=O